BrC=1C=C2C(C(NC2=CC1)=O)=NN=C1SCC(N1C1=CC=C(C=C1)C(C)(C)C)=O 5-bromo-3-(2-(3-(4-tert-butylphenyl)-4-oxothiazolidine-2-ylidene)hydrazono)indol-2-one